(6-{6-{6-((S)-1-Amino-butyl)-pyridin-2-yl}-4-fluoro-indazol-1-yl}-pyridin-2-yl)-methanol N[C@@H](CCC)C1=CC=CC(=N1)C1=CC(=C2C=NN(C2=C1)C1=CC=CC(=N1)CO)F